1-(cis-3-hydroxycyclobutyl)-N,N-dimethyl-1H-pyrazole-3-carboxamide O[C@H]1C[C@H](C1)N1N=C(C=C1)C(=O)N(C)C